FC1=C(C=CC(=C1)F)C1=NC=2C(=NC(=CC2)N2CCNCC2)N1C1=CC=NC=C1 (2R)-4-[2-(2,4-difluorophenyl)-3-(pyridin-4-yl)-3H-imidazo[4,5-b]Pyridin-5-yl]Piperazine